NC1=NC2=CC(=CC=C2C=C1Br)C[C@@H]1CC[C@]2([C@@H]1O[C@H](C2O)N2C=CC1=C2N=CN=C1NC)O (2R,3aS,6S,6aR)-6-((2-amino-3-bromoquinolin-7-yl)methyl)-2-(4-(methylamino)-7H-pyrrolo[2,3-d]pyrimidin-7-yl)hexahydro-3aH-cyclopenta[b]furan-3,3a-diol